NC1=C(C(=O)[O-])C=C(C=C1Br)Br 2-amino-3,5-dibromobenzoate